IC(CC)CCCC 3-iodoheptane